decan-8-yl vinyl ether C(=C)OC(CCCCCCC)CC